N(N)C(OCC12COCC2C1)=S O-((3-oxabicyclo(3.1.0)hexan-1-yl)methyl) hydrazinecarbothioate